C1(CC1)C1=NC=NC(=C1C1=NC=C(C(=N1)OC(C(F)(F)F)C1=CC=C(C=C1)C=1N(C=C(N1)C(F)(F)F)C)OC)OC 2-(4-cyclopropyl-6-methoxy-pyrimidin-5-yl)-5-methoxy-4-[2,2,2-trifluoro-1-[4-[1-methyl-4-(trifluoromethyl)imidazol-2-yl]phenyl]ethoxy]pyrimidine